Thiazol-4-yl-1H-benzoimidazole S1C=NC(=C1)N1C=NC2=C1C=CC=C2